C(C)SC=1C=C(C=NC1C=1C=C2C=CC(N(C2=CN1)CC(C(F)(F)F)(F)F)=O)C(C#N)(C)C 2-[5-ethylsulfanyl-6-[2-oxo-1-(2,2,3,3,3-pentafluoropropyl)-1,7-naphthyridin-6-yl]-3-pyridyl]-2-methyl-propionitrile